3-(3,4-difluorophenyl)-N-(4-(4-methoxy-2-nitrophenyl)pyridin-2-yl)propanamide FC=1C=C(C=CC1F)CCC(=O)NC1=NC=CC(=C1)C1=C(C=C(C=C1)OC)[N+](=O)[O-]